ClC=1C=C(C(=NC1)OC1=C(C=C(C=C1)F)OC)C(=O)NC1=CC(=CC=C1)S(=O)(=O)C 5-chloro-2-(4-fluoro-2-methoxy-phenoxy)-N-(3-methylsulfonylphenyl)pyridine-3-carboxamide